N-[6-Chloro-3-[(1R)-1-[3,6-dimethyl-2-(2-methylindazol-5-yl)-4-oxo-chromen-8-yl]ethoxy]-2-pyridyl]methanesulfonamide ClC1=CC=C(C(=N1)NS(=O)(=O)C)O[C@H](C)C=1C=C(C=C2C(C(=C(OC12)C1=CC2=CN(N=C2C=C1)C)C)=O)C